C(C)(C)(C)OC(=O)[C@H]1[C@@H](C1)C1=CC=C(C(=O)OCC2=CC=CC=C2)C=C1 trans-benzyl 4-(2-(tert-butoxycarbonyl)cyclopropyl)benzoate